ClC1=C(C(=O)NC=2C=C3C=C(NC3=CC2)C(=O)NC2=CC=C(C=C2)OC(F)(F)F)C=C(C=C1)CNC(C(C)C)=O 5-(2-chloro-5-(isobutyrylaminomethyl)benzoylamino)-N-(4-(trifluoromethoxy)phenyl)-1H-indole-2-carboxamide